COC1=CC=C(C=C1)S(=O)(=O)N1C=C(C2=CC=CC=C12)C=O 1-(4-methoxybenzenesulfonyl)-1H-indole-3-carbaldehyde